N-((3r,5s)-5-((1H-1,2,3-triazol-1-yl)methyl)pyrrolidin-3-yl)-4-(3-(trifluoromethyl)phenyl)pyridinecarboxamide TFA salt OC(=O)C(F)(F)F.N1(N=NC=C1)C[C@@H]1C[C@H](CN1)NC(=O)C1=NC=CC(=C1)C1=CC(=CC=C1)C(F)(F)F